Tert-butyloxycarbonyl-4-piperidone C(C)(C)(C)OC(=O)N1CCC(CC1)=O